(E)-3-(5-Chloro-2-tetrazol-1-yl-phenyl)-N-((Z)-(S)-9-oxo-8,17,19-triaza-tricyclo[14.2.1.02,7]nonadeca-1(18),2,4,6,12,16(19)-hexaen-15-yl)-acrylamide ClC=1C=CC(=C(C1)/C=C/C(=O)N[C@H]1C\C=C/CCC(NC2=CC=CC=C2C2=CNC1=N2)=O)N2N=NN=C2